ClC1=NC=C(C(=N1)SC)C1CC1 2-chloro-5-cyclopropyl-4-(methylthio)pyrimidine